C(#N)C=1C=NN2C1C(=CC(=C2)OC[C@@H]2CNCCO2)C=2C=CC(=NC2)N2CCC(CC2)(C)NC(C2=C(C=CC(=C2)F)C)=O (S)-N-(1-(5-(3-cyano-6-(morpholin-2-ylmethoxy)pyrazolo[1,5-a]pyridin-4-yl)pyridin-2-yl)-4-methylpiperidin-4-yl)-5-fluoro-2-methylbenzamide